N-{[6-({[(1,4-dioxan-2-yl)methyl]amino}methyl)imidazo[1,2-a]pyridin-2-yl]methyl}-4-oxo-4H-pyrido[1,2-a]pyrimidine-2-carboxamide O1C(COCC1)CNCC=1C=CC=2N(C1)C=C(N2)CNC(=O)C=2N=C1N(C(C2)=O)C=CC=C1